ClC1=C(C(=CC=C1)OC)S(=O)(=NC1=C(N=C2N1C=CC(=C2)C2=NOC(=N2)C(F)(F)F)C)C (2-chloro-6-methoxyphenyl)(methyl)((2-methyl-7-(5-(trifluoromethyl)-1,2,4-oxadiazol-3-yl)imidazo[1,2-a]pyridin-3-yl)imino)-λ6-sulfanone